4,4'-Oxydiphthalic Acid O(C=1C=C(C(C(=O)O)=CC1)C(=O)O)C=1C=C(C(C(=O)O)=CC1)C(=O)O